3,5-dihydroxy-6-isoprenyl-2-(2-methyl-1-oxopropyl)-4-{[2,4-dihydroxy-3,3-dimethyl-6-oxo-5-(2-methyl-1-oxopropyl)cyclohexa-1,4-dien-1-yl]methyl}phenolate OC=1C(=C(C(=C(C1CC1=C(C(C(=C(C1=O)C(C(C)C)=O)O)(C)C)O)O)C=CC(C)=C)[O-])C(C(C)C)=O